(5R,8S)-N-(3,4-dichlorophenyl)-3-fluoro-6,7,8,9-tetrahydro-5H-5,8-epiminobenzo[7]annulene-10-carboxamide ClC=1C=C(C=CC1Cl)NC(=O)N1[C@@H]2CC[C@H]1CC1=C2C=C(C=C1)F